ClC1=CC(=NC(=C1)C1=NC(=NO1)C)NC1CCC(CC1)(F)F 4-chloro-N-(4,4-difluorocyclohexyl)-6-(3-methyl-1,2,4-oxadiazol-5-yl)pyridin-2-amine